2-(6-chloro-2-pyridinyl)-2-(1-methylpyrazol-4-yl)acetonitrile ClC1=CC=CC(=N1)C(C#N)C=1C=NN(C1)C